ClC1=CC=C(C(=N1)OC[C@@H]1N(CCC1)C(=O)OC(C)(C)C)[N+](=O)[O-] tert-butyl (R)-2-(((6-chloro-3-nitropyridin-2-yl)oxy)methyl)pyrrolidine-1-carboxylate